ethyl 6-bromo-7-tert-butyl-8-methyl-2-trifluoromethyl-2H-benzopyran-3-carboxylate BrC=1C(=C(C2=C(C=C(C(O2)C(F)(F)F)C(=O)OCC)C1)C)C(C)(C)C